2-[(6-butyl-4-phenylquinolin-2-yl)oxy]acetic acid C(CCC)C=1C=C2C(=CC(=NC2=CC1)OCC(=O)O)C1=CC=CC=C1